2-((5-fluoropyridin-3-yl)methyl)-6-(2-(3,3,3-trifluoropropoxy)pyrimidin-5-yl)pyridazin-3(2H)-one FC=1C=C(C=NC1)CN1N=C(C=CC1=O)C=1C=NC(=NC1)OCCC(F)(F)F